2-cyclopropyl-N-(3-{3-[(4-ethyl-1,2,4-triazol-3-yl)methyl]oxetan-3-yl}phenyl)-6-methylpyrimidine-4-carboxamide C1(CC1)C1=NC(=CC(=N1)C(=O)NC1=CC(=CC=C1)C1(COC1)CC1=NN=CN1CC)C